(4-cyano-3-methyl-phenyl)boronic acid C(#N)C1=C(C=C(C=C1)B(O)O)C